C(C(=O)OCCC)(=O)OC methyl n-propyl oxalate